FC(C(=O)O)(F)F.NCCCCCCCC(=O)N[C@H](C(=O)N[C@H](C(=O)NCCNC(OCC1=CC=CC=C1)=O)CC1=CC=CC=C1)CC1=CC=CC=C1 benzyl (2-((S)-2-((S)-2-(8-aminooctanamido)-3-phenylpropanamido)-3-phenylpropanamido)ethyl)carbamate 2,2,2-trifluoroacetate